C(C)(=O)[O-].C(CCCCCCCCCCC)[N+](C)(C)CCCCCCCCCCCC bis-dodecyl-dimethyl-ammonium acetate